(2-(2,6-bis(benzyloxy)pyridin-3-yl)benzo[d]oxazol-6-yl)(3,4-dihydroisoquinolin-2(1H)-yl)methanone C(C1=CC=CC=C1)OC1=NC(=CC=C1C=1OC2=C(N1)C=CC(=C2)C(=O)N2CC1=CC=CC=C1CC2)OCC2=CC=CC=C2